3-[[2-(3-cyanophenyl)-1-thiazol-2-yl-ethyl]sulfamoyl]benzoic acid C(#N)C=1C=C(C=CC1)CC(C=1SC=CN1)NS(=O)(=O)C=1C=C(C(=O)O)C=CC1